N1N=CC(=C1)C1=CC=C(C=C1)N1CCC(CC1)C(=O)NC1CCCCC1 1-(4-(1H-pyrazol-4-yl)phenyl)-N-cyclohexylpiperidine-4-carboxamide